methacrylyloxyethyltrimethyl-ammonium C(C(=C)C)(=O)OCC[N+](C)(C)C